C(C=C)(=O)OCCCCC1=C(C(=C(C(C(=O)O)=C1)C(=O)O)C1=CC=CC=C1)C(=O)O acryloyloxybutylphenyltrimellitic acid